C1(=C(C(=CC(=C1)C)C)CC(=O)O)C mesitylene-acetic acid